ClC=1C=C(C=NC1N1CCNCC1)NS(=O)(=O)C N-(5-chloro-6-piperazin-1-yl-3-pyridyl)methanesulfonamide